C1[C@H]([C@@H](C(=O)C=C1C(=O)O)O)N The molecule is a gamma-amino acid that is shikimic acid in which the 3- and 5-hydroxy groups are replaced by oxo and amino groups respectively. It is a gamma-amino acid, a 4-oxo monocarboxylic acid, a 5-hydroxy monocarboxylic acid, an enone and a secondary alpha-hydroxy ketone. It derives from a shikimic acid. It is a tautomer of a 5-amino-5-deoxy-3-dehydroshikimic acid zwitterion.